3-(1-methoxyethyl)benzo[b]thiophene-6-carboxylic acid COC(C)C=1C2=C(SC1)C=C(C=C2)C(=O)O